(2-(4-cyanobenzoyl)phenyl)-3-methyl-2-(2,2,2-trifluoroacetamido)butanamide C(#N)C1=CC=C(C(=O)C2=C(C=CC=C2)C(C(=O)N)(C(C)C)NC(C(F)(F)F)=O)C=C1